4-(5-(1-(but-2-ynyl)pyrrolidin-2-yl)pyrrolo[1,2-c]pyrimidin-7-yl)-3-chloro-N-(pyridin-2-yl)benzamide sodium hydroxide [OH-].[Na+].C(C#CC)N1C(CCC1)C=1C=C(N2C=NC=CC21)C2=C(C=C(C(=O)NC1=NC=CC=C1)C=C2)Cl